ethyloleate C(C)OC(CCCCCCC\C=C/CCCCCCCC)=O